FC=1C=C2C=3C(=NNC(C3C1)=O)C(C(N2)C2=CC=C(C=C2)F)N2C(N(CC2=O)C2CCNCC2)=O 5-fluoro-8-(4-fluorophenyl)-9-(1-(piperidin-4-yl)-2,4-imidazolindione-3-yl)-8,9-dihydro-2H-pyrido[4,3,2-de]phthalazin-3(7H)-one